C(C)(C)(C)OC(=O)NC1=C2N=CN(C2=NC(=N1)Cl)[C@H]1[C@H]([C@@H]([C@H](O1)COC(C(=O)OCC)(C(=O)OCC)CC1=CC=CC=C1)OC(=O)OC(C)(C)C)F diethyl 2-(((2R,3R,4S,5R)-5-(6-(N-(tert-butoxycarbonyl) amino)-2-chloro-9H-purin-9-yl)-3-((tert-butoxycarbonyl) oxy)-4-fluoro-tetrahydrofuran-2-yl) methoxy)-2-benzylmalonate